tert-butyl 4-[ethyl(6-{4-[1-(oxan-2-yl)pyrazol-4-yl]-1,3-benzothiazol-7-yl}pyridazin-3-yl)amino]piperidine-1-carboxylate C(C)N(C1CCN(CC1)C(=O)OC(C)(C)C)C=1N=NC(=CC1)C1=CC=C(C=2N=CSC21)C=2C=NN(C2)C2OCCCC2